(E)-3-(3-(benzofuran-2-yl)acryloyl)-4-Isopropyloxazolidin-2-one O1C(=CC2=C1C=CC=C2)/C=C/C(=O)N2C(OCC2C(C)C)=O